FC=1C(=C(C=CC1)C=1CCN(CC1)C[C@@H](CCNC(=O)C=1C=C2CC(N(C2=CC1)C)=O)O)OC (R)-N-(4-(4-(3-fluoro-2-methoxyphenyl)-3,6-dihydropyridin-1(2H)-yl)-3-hydroxybutyl)-1-methyl-2-oxoindoline-5-carboxamide